N1-(2-(dimethylamino)ethyl)-5-methoxy-N1-methyl-N4-(4-(1-methyl-1H-pyrrolo[2,3-b]pyridin-3-yl)pyridin-2-yl)-2-nitrobenzene-1,4-diamine CN(CCN(C1=C(C=C(C(=C1)OC)NC1=NC=CC(=C1)C1=CN(C2=NC=CC=C21)C)[N+](=O)[O-])C)C